1-(1-(4-fluorophenyl)propan-2-yl)-4-iodo-1H-pyrazole FC1=CC=C(C=C1)CC(C)N1N=CC(=C1)I